3-ethyl-1-methyl-1H-pyrazole-5-carbonyl chloride C(C)C1=NN(C(=C1)C(=O)Cl)C